2-((3R,5R,6S)-5-(3-Chlorophenyl)-6-(4-chlorophenyl)-3-methyl-2-oxo-1-((S)-1-(2-oxopyridin-1(2H)-yl)butan-2-yl)piperidin-3-yl)acetic Acid ClC=1C=C(C=CC1)[C@H]1C[C@](C(N([C@@H]1C1=CC=C(C=C1)Cl)[C@H](CN1C(C=CC=C1)=O)CC)=O)(C)CC(=O)O